O=C1N(C(C=C1)=O)CCCCCC(=O)N 6-(2,5-dioxopyrrol-1-yl)hexanamide